O=[N+]([O-])C1C=CC(O)=C([N+](=O)[O-])C=1 Dinitrophenol